6-{3-azabicyclo[3.1.0]hex-3-yl}-2-(trifluoromethoxy)pyridine-3-carboxylic acid methyl ester COC(=O)C=1C(=NC(=CC1)N1CC2CC2C1)OC(F)(F)F